FC1=CC=C(C=C1C1=CC(=CC=C1)OC)[C@H](CC(=O)OCC)NC(=O)NC=1C(N(C=CC1O)C)=O Ethyl (S)-3-(6-Fluoro-3'-methoxybiphenyl-3-yl)-3-(3-(4-hydroxy-1-methyl-2-oxo-1,2-dihydropyridin-3-yl)ureido)propanoat